(S)-4-(1-(4-fluorophenyl)-1,2,3,4-tetrahydroisoquinoline-2-carbonyl)-1,4-diazacycloheptane-1-carboxylic acid tert-butyl ester C(C)(C)(C)OC(=O)N1CCN(CCC1)C(=O)N1[C@H](C2=CC=CC=C2CC1)C1=CC=C(C=C1)F